(2S)-2-[4-[(Z)-3-(3-Hydroxyphenyl)prop-2-enoyl]phenoxy]propanoic acid OC=1C=C(C=CC1)\C=C/C(=O)C1=CC=C(O[C@H](C(=O)O)C)C=C1